FC1=C(C=CC(=C1)F)CN(C(=O)NCC1=CC=C(C=C1)OCCC)C1CCN(CC1)C 1-[(2,4-difluorophenyl)methyl]-1-(1-methylpiperidin-4-yl)-3-[(4-propoxyphenyl)methyl]urea